(R)-2-((1-(3,7-dimethyl-4-oxo-2-(2-oxa-7-azaspiro[3.5]nonan-7-yl)-4H-pyrido[1,2-a]pyrimidin-9-yl)ethyl)amino)benzoic acid CC1=C(N=C2N(C1=O)C=C(C=C2[C@@H](C)NC2=C(C(=O)O)C=CC=C2)C)N2CCC1(COC1)CC2